N(C(=O)N)CCC(=O)O 3-Ureidopropionic acid